S1C=C(C2=C1C=C(C=C2)C(=O)[O-])C(=O)[O-] benzothiophene-3,6-dicarboxylate